(2-amino-3-chloropyridin-4-yl)-7-chloropteridine-2,4(1H,3H)-dione NC1=NC=CC(=C1Cl)N1C(NC(C2=NC=C(N=C12)Cl)=O)=O